C1(CCCCC1)C(N1CCSCC1)S cyclohexyl-4-thiomorpholinyl-methyl mercaptan